C(C)(C)(C)OC(C)COC(C)CO dipropylene glycol mono-tert-butyl ether